ethyl 3-(3-(4-chloro-3,5-dimethylphenoxy)propyl)-1-(2-(piperazin-1-yl)ethyl)-7-(1,3,5-trimethyl-1H-pyrazol-4-yl)-1H-indole-2-carboxylate hydrochloride Cl.ClC1=C(C=C(OCCCC2=C(N(C3=C(C=CC=C23)C=2C(=NN(C2C)C)C)CCN2CCNCC2)C(=O)OCC)C=C1C)C